NC1=CC=C(C(=O)NNC([O-])=O)C=C1 4-amino-benzamidocarbamate